sodium di-octyl maleate C(\C=C/C(=O)OCCCCCCCC)(=O)OCCCCCCCC.[Na]